3-ethyl-5-methylisoxazole-4-carboxylic acid C(C)C1=NOC(=C1C(=O)O)C